C1(CCC1)SC1=NC=CC=C1C1=CC=C(C=C1)C(CCCC(=O)O)C 5-[4-(2-Cyclobutylsulfanyl-3-pyridyl)phenyl]hexanoic acid